(S)-32-(4-(((2-amino-4-hydroxypteridin-6-yl)methyl)amino)benzamido)-29-oxo-4,7,10,13,16,19,22,25-octaoxa-28-azatritriacont-1-yn-33-oic acid NC1=NC2=NC=C(N=C2C(=N1)O)CNC1=CC=C(C(=O)N[C@@H](CCC(NCCOCCOCCOCCOCCOCCOCCOCCOCC#C)=O)C(=O)O)C=C1